4-amino-7-(tert-butyl)-N-(4-(methoxymethyl)phenyl)-6-methyl-7H-pyrrolo[2,3-d]pyrimidine-5-carboxamide NC=1C2=C(N=CN1)N(C(=C2C(=O)NC2=CC=C(C=C2)COC)C)C(C)(C)C